(3R,4R,5R,6R)-6-(acetoxymethyl)-3-(2-cyclohexylacetamido)tetrahydro-2H-pyran-2,4,5-triyl triacetate C(C)(=O)OC1O[C@@H]([C@@H]([C@@H]([C@H]1NC(CC1CCCCC1)=O)OC(C)=O)OC(C)=O)COC(C)=O